3,4,5-trimethoxy-N-((1R,3s,5S)-9-((4-(trifluoromethyl)benzo[d]thiazol-2-yl)methyl)-9-azabicyclo[3.3.1]nonan-3-yl)benzamide COC=1C=C(C(=O)NC2C[C@H]3CCC[C@@H](C2)N3CC=3SC2=C(N3)C(=CC=C2)C(F)(F)F)C=C(C1OC)OC